ClC1=CC(=C(C(=C1)C)N1C(=CC=C1)C(CN1CCC(CC1)O)=O)C 1-(1-(4-Chloro-2,6-dimethylphenyl)-1H-pyrrol-2-yl)-2-(4-hydroxypiperidin-1-yl)ethanone